ClC=1C=C(C=CC1)[C@@H](CO)NC(=O)C=1OC=C(N1)C1=NC(=NC=C1C)NC1=COC2=C1C=CC=C2C (S)-N-(1-(3-chlorophenyl)-2-hydroxyethyl)-4-(5-methyl-2-((7-methylbenzofuran-3-yl)amino)pyrimidin-4-yl)oxazole-2-carboxamide